N-[[5-[5-(difluoromethyl)-1,3,4-oxadiazol-2-yl]-2-pyridinyl]methyl]-N-(4-fluorophenyl)-1-imino-2,6-dimethyl-1-oxo-1,4-thiazine-4-carboxamide FC(C1=NN=C(O1)C=1C=CC(=NC1)CN(C(=O)N1C=C(S(C(=C1)C)(=O)=N)C)C1=CC=C(C=C1)F)F